NC1=CC=C(C=C1)S(=O)(=O)NC1=CC=NN1C1=CC=CC=C1 4-amino-N-(1-phenyl-1H-pyrazol-5-yl)benzenesulfonamide